ClC1=CC(=C2C(=N1)C(=NN2C2CC2)N2C(C1=CC=CC=C1C2=O)=O)C=C 2-(5-chloro-1-cyclopropyl-7-vinyl-1H-pyrazolo[4,3-b]pyridin-3-yl)isoindoline-1,3-dione